tert-butyl 9-(4-(4-chloroquinolin-6-yl)-3-fluorobenzyl)-3,9-diazaspiro[5.5]undecane-3-carboxylate ClC1=CC=NC2=CC=C(C=C12)C1=C(C=C(CN2CCC3(CCN(CC3)C(=O)OC(C)(C)C)CC2)C=C1)F